C(\C=C(\C)/CCC=C(C)C)#N neronitrile